COCCN1N=NC(=C1)C(=O)OCC ethyl 1-(2-methoxy ethyl)-1H-1,2,3-triazole-4-carboxylate